O=C(CN1C(C2=CC=CC=C2C1)=O)N1CCC2=C(CC1)C=CC=C2 2-[2-oxo-2-(2,3,4,5-tetrahydro-1H-3-benzoazepin-3-yl)ethyl]-2,3-dihydro-1H-isoindol-1-one